2-azido-2-deoxy-D-galactopyranose 1,3,4,6-tetraacetate C(C)(=O)OC1[C@@H]([C@@H](OC(C)=O)[C@@H](OC(C)=O)[C@H](O1)COC(C)=O)N=[N+]=[N-]